FC1=CC=C(C=C1)C=1N=CN(C1C=1SC=C(N1)C(=O)NC1=NC=C(C=C1)N1CCN(CC1)C)C(C)C 2-(4-(4-fluorophenyl)-1-isopropyl-1H-imidazol-5-yl)-N-(5-(4-methylpiperazin-1-yl)pyridin-2-yl)thiazole-4-carboxamide